ClC=1C=C2C=C(NC2=C(C1F)F)C(=O)N[C@H]1CNCCC1 (R)-5-Chloro-6,7-difluoro-N-(piperidin-3-yl)-1H-indole-2-carboxamide